C\C(=C/C(=O)OC)\CCC=C(C)C (E)-Methyl 3,7-dimethyl-2,6-octadienoate